C(C1=CC=CC=C1)C1=NN=C(O1)C(=O)OCC ethyl 5-benzyl-1,3,4-oxadiazole-2-carboxylate